tert-butyl (3R,4R)-3-((4-((1R,3R)-2-(bicyclo[1.1.1]pentan-1-yl)-3-methyl-2,3,4,9-tetrahydro-1H-pyrido[3,4-b]indol-1-yl)phenyl) amino)-4-fluoropyrrolidine-1-carboxylate C12(CC(C1)C2)N2[C@@H](C=1NC3=CC=CC=C3C1C[C@H]2C)C2=CC=C(C=C2)N[C@@H]2CN(C[C@H]2F)C(=O)OC(C)(C)C